(3-chloropropyl)tris(hydroxymethyl)phosphonium ClCCC[P+](CO)(CO)CO